4-(dichloro-methylene)morpholin-4-ium chloride [Cl-].ClC(=[N+]1CCOCC1)Cl